dicyclopentadienedicarboxylic acid potassium salt [K+].C1(C=CC=C1)(C(=O)[O-])C(=O)[O-].C1(C=CC=C1)(C(=O)[O-])C(=O)[O-].[K+].[K+].[K+]